NC1=C(C(=NN1C1CCCC1)C1=CC=C(CNS(=O)(=O)C2=C(C=CC(=C2)F)OC)C=C1)C#N N-(4-(5-amino-4-cyano-1-cyclopentyl-1H-pyrazol-3-yl)benzyl)-5-fluoro-2-methoxybenzenesulfonamide